[Mo].[Cr].[Nb] niobium-chromium-molybdenum